1-(2-fluoro-5-(4-(hydroxymethyl)piperidine-1-carbonyl)phenyl)dihydropyrimidine-2,4(1H,3H)-dione FC1=C(C=C(C=C1)C(=O)N1CCC(CC1)CO)N1C(NC(CC1)=O)=O